2-(1-naphthyl)-pyrazolo[1,5-a]pyrimidin-7(4H)-one C1(=CC=CC2=CC=CC=C12)C1=NN2C(NC=CC2=O)=C1